methyl 2-((tert-butoxycarbonyl)amino)-5-oxo-5H-thieno[3,2-b]pyran-6-carboxylate C(C)(C)(C)OC(=O)NC1=CC=2OC(C(=CC2S1)C(=O)OC)=O